C(#N)CN1C[C@H]([C@@H](C1)C1=CC(=C(C=C1)F)F)NC(=O)NC1=C2C(=NN1C1=CC=CC=C1)CCC2 1-((3s,4r)-1-(cyanomethyl)-4-(3,4-difluorophenyl)pyrrolidin-3-yl)-3-(2-phenyl-2,4,5,6-tetrahydrocyclopent[c]pyrazol-3-yl)urea